C(#N)C=1C(=NC(=NC1)N[C@H]1C[C@H](CCC1)N1C=NC2=C1C=CC=C2NC(OC(C)(C)C)=O)OC tert-Butyl (1-((1S,3R)-3-((5-cyano-4-methoxypyrimidin-2-yl)amino)cyclohexyl)-1H-benzo[d]imidazol-4-yl)carbamate